2-{6-methyl-4-[(1-methylcyclopropyl)amino]furo[2,3-d]pyrimidine-5-carbonyl}-1,2,3,4-tetrahydroisoquinolin-8-ol CC1=C(C2=C(N=CN=C2NC2(CC2)C)O1)C(=O)N1CC2=C(C=CC=C2CC1)O